2-Fluoro-3,3,3-trifluoropropionamide FC(C(=O)N)C(F)(F)F